2-azabicyclo[2.2.1]heptane-5-carboxylate C12NCC(C(C1)C(=O)[O-])C2